3-(3-Acetyl-6-cyclopropyl-5-(methoxycarbonyl)-2-methyl-1,4-dihydropyridin-4-yl)benzo[b]thiophen C(C)(=O)C1=C(NC(=C(C1C=1C2=C(SC1)C=CC=C2)C(=O)OC)C2CC2)C